C(C)N(C(C(=O)C1=CNC2=CC(=CC(=C12)OC)C)=O)C n-ethyl-2-(4-methoxy-6-methyl-1H-indol-3-yl)-N-methyl-2-oxoacetamide